5-(5-(3-benzyl-1H-pyrrol-1-yl)-6-methylpyridazin-3-yl)pyrimidine-2,4(1H,3H)-dione C(C1=CC=CC=C1)C1=CN(C=C1)C=1C=C(N=NC1C)C=1C(NC(NC1)=O)=O